CCC(C)[C@@H](C(=O)N[C@@H](CC1=CC=C(C=C1)O)C(=O)N[C@@H](CC2=CNC3=CC=CC=C32)C(=O)N[C@@H](CC4=CC=CC=C4)C(=O)N[C@@H](CC5=CC=CC=C5)C(=O)O)NC(=O)[C@H](CC6=CC=CC=C6)NC(=O)[C@H](CO)NC(=O)[C@H](CO)NC(=O)[C@H](CC7=CC=C(C=C7)O)NC(=O)CNC(=O)[C@H](CCCNC(=N)N)NC(=O)[C@H](C)N The molecule is an oligopeptide composed of L-alanine, L-arginine, glycine, L-tyrosine, L-serine, L-serine, L-phenylalanine, L-isoleucine, L-tyrosine, L-trytophan, L-phenylalanine and L-phenylalanine joined in sequence by peptide linkages.